(±)-3-(2-methylpyrimidin-5-yl)-3-(5-(3-(6,7,8,9-tetrahydro-5H-pyrido[2,3-b]azepin-2-yl)propyl)-1H-pyrazol-1-yl)propanoic acid CC1=NC=C(C=N1)[C@@H](CC(=O)O)N1N=CC=C1CCCC=1C=CC2=C(NCCCC2)N1 |r|